COC(=O)C=1C=2C=CC(=NC2C(=CC1OC)Cl)C12CCC(CC1)(CC2)I 8-chloro-2-(4-iodobicyclo[2.2.2]oct-1-yl)-6-methoxyquinoline-5-carboxylic acid methyl ester